C1=CC=CC2=CC3=CC=CC=C3C(=C12)C=1SC2=C(N1)C=CC=C2 2-(9-anthryl)-benzothiazole